BrC1=C(C(=CC=C1)CCCCBr)C 1-bromo-3-(4-bromobutyl)-2-methyl-benzene